benzyl-4-phenyl-1,2,3-triazole C(C1=CC=CC=C1)C1=C(N=NN1)C1=CC=CC=C1